N-pyrrolidyllysergamide N1(CCCC1)NC(=O)[C@H]1CN(C)[C@@H]2CC3=CNC4=CC=CC(C2=C1)=C34